Cl.O1C(=CC2=C1C=CC=C2)C=2CC1C(CNC1)C2 5-(benzofuran-2-yl)-1,2,3,3a,4,6a-hexahydrocyclopenta[c]pyrrole hydrochloride